NCC=1C=C(C=CC1)C1=C2C=CC(=CC2=CC=C1)COC1=C(C=CC=C1)CC(=O)OCC ethyl 2-(2-((5-(3-(aminomethyl)phenyl)naphthalen-2-yl)methoxy)phenyl)acetate